6-[4-fluoro-2-(piperidin-4-yl)-1,3-benzothiazol-6-yl]-2-methyl-8-phenoxyimidazo[1,2-b]pyridazine hydrochloride Cl.FC1=CC(=CC2=C1N=C(S2)C2CCNCC2)C=2C=C(C=1N(N2)C=C(N1)C)OC1=CC=CC=C1